2-[(2,2-difluoroethyl)amino]-5-[5-(1-ethyl-1H-1,3-benzodiazol-6-yl)-1,3,4-oxadiazol-2-yl]benzonitrile FC(CNC1=C(C#N)C=C(C=C1)C=1OC(=NN1)C=1C=CC2=C(N(C=N2)CC)C1)F